acetamidoacetone iron [Fe].C(C)(=O)NCC(C)=O